sodium methylaspartate, sodium salt [Na+].CN[C@@H](CC(=O)[O-])C(=O)[O-].[Na+]